FC=1C(=NC(=NC1)NC=1C=CC2=C(C=C(O2)C(=O)NC(CO)(C)C)C1)NC1=CC(=CC=C1)O 5-fluoro-N2-[2-(2-hydroxy-1,1-dimethylethylamino)carbonylbenzofuran-5-yl]-N4-(3-hydroxyphenyl)-2,4-pyrimidinediamine